4,4-Dimethyl-7-Oxoheptanoic Acid CC(CCC(=O)O)(CCC=O)C